FC(C1=CC=C(C=C1)C1C(=C(NC(C1)=O)C)C(=O)NC=1C=C2C=NNC2=CC1F)(F)F 4-[4-(trifluoromethyl)phenyl]-N-(6-fluoro-1H-indazol-5-yl)-2-methyl-6-oxo-1,4,5,6-tetrahydro-3-pyridinecarboxamide